N1N=CC=2CNC(CCC21)=O 7,8-dihydro-4H-pyrazolo[4,3-c]azepin-6-one